3-chloro-7-((2R,4S)-2-(1-cyclopropyl-1H-pyrazol-4-yl)tetrahydro-2H-pyran-4-yl)-9-(2,4-difluorophenyl)-2-methyl-4H-pyrazino[1,2-a]pyrimidin-4-one ClC1=C(N=C2N(C1=O)C=C(N=C2C2=C(C=C(C=C2)F)F)[C@@H]2C[C@@H](OCC2)C=2C=NN(C2)C2CC2)C